C(C(=C)C)(=O)O.C(C)OC=1C(=C(O)C=CC1C(C)(C)C1=CC=C(C=C1)O)OCC Diethoxybisphenol A methacrylate